Farnesyl-Pyro-phosphat C(C=C(C)CCC=C(C)CCC=C(C)C)OP([O-])(=O)OP(=O)([O-])[O-]